C(CCCCCCCCCCCCCCCCC(=O)N)CCCCCCCCCCCCCCCC(=O)N ethylenebispalmitamide